ClC1=NC=C(C(=N1)S(=O)(=O)C)C1(COC1)O 3-(2-Chloro-4-(methylsulfonyl)pyrimidin-5-yl)oxetan-3-ol